C(CCCCCCC\C=C/C\C=C/CCCCC)(=O)OC(CCCCCCCC(=O)O)C(CCCCCCCC)OC(CCCCCCC\C=C/C\C=C/CCCCC)=O 9,10-Dilinoleoyloxystearic acid